1-(5-(4-(4-(4,4,5,5-tetramethyl-1,3,2-dioxaborolan-2-yl)phenyl)piperazin-1-yl)pyridin-2-yl)propan-1-ol CC1(OB(OC1(C)C)C1=CC=C(C=C1)N1CCN(CC1)C=1C=CC(=NC1)C(CC)O)C